CN1C=NC2=C1C=C(C=C2)C(=O)N 3-methylbenzimidazole-5-carboxamide